FCCCCOC1=C(C(=C(C(=O)O)C(=C1)\C=C\C1=CC=C(C=C1)C(F)(F)F)O)CC=C(C)C (E)-4-(4-fluorobutoxy)-2-hydroxy-3-(3-methylbut-2-en-1-yl)-6-(4-(trifluoromethyl)styryl)benzoic acid